[4-fluoro-3-(trifluoromethoxy)phenyl]boronic acid FC1=C(C=C(C=C1)B(O)O)OC(F)(F)F